4-(1-(4-(4-isopropylpiperazin-1-yl)phenyl)-6-(((trifluoromethyl)sulfonyl)oxy)-3,4-dihydronaphthalene-2-yl)phenyl trifluoromethanesulfonate FC(S(=O)(=O)OC1=CC=C(C=C1)C1=C(C2=CC=C(C=C2CC1)OS(=O)(=O)C(F)(F)F)C1=CC=C(C=C1)N1CCN(CC1)C(C)C)(F)F